ClC=1C(=NN(C(C1Cl)=O)C(C(=O)O)C)C 2-(4,5-dichloro-3-methyl-6-oxo-pyridazin-1-yl)propanoic acid